C(C1=CC=CC=C1)OC1=CC=C(C(=O)OC(C(=O)C2=C(C=C(C=C2OC)OC)O)C(C2=CC=C(C=C2)OCC2=CC=CC=C2)=O)C=C1 [1-(4-benzyloxybenzoyl)-2-(2-hydroxy-4,6-dimethoxy-phenyl)-2-oxo-ethyl] 4-benzyloxybenzoate